4-hydroxy-N-(4-(4-methylthiooxazol-5-yl)benzyl)pyrrolidine-2-carboxamide, hydrochloride Cl.OC1CC(NC1)C(=O)NCC1=CC=C(C=C1)C1=C(N=CO1)SC